BrC1=C(N(C=2N=CN=C(C21)N)C)I 5-bromo-6-iodo-7-methylpyrrolo[2,3-d]pyrimidin-4-amine